C(CCCCCCCCCCC)C1CO1 2-lauryl ethylene oxide